ClC1=CC=2C(OCCC=3C=C(N=CC3C=3C=CC(=C(NS(C(=C1O)C2)(=O)=O)C3)C3CC3)F)=O 14-Chloro-20-cyclopropyl-5-fluoro-15-hydroxy-17,17-dioxo-10-oxa-17λ6-thia-4,18-diazatetracyclo[17.3.1.112,16.02,7]tetracosa-1(23),2(7),3,5,12(24),13,15,19,21-nonaen-11-one